(2-pyridyl)-L-alanine N1=C(C=CC=C1)N[C@@H](C)C(=O)O